3,9-bis{2-[3-(3,5-di-tertiary-butyl-4-hydroxyphenyl)propionyloxy]-1,1-dimethylethyl}-2,4,8,10-tetraoxaspiro[5.5]undecane C(C)(C)(C)C=1C=C(C=C(C1O)C(C)(C)C)CCC(=O)OCC(C)(C)C1OCC2(CO1)COC(OC2)C(COC(CCC2=CC(=C(C(=C2)C(C)(C)C)O)C(C)(C)C)=O)(C)C